1-(2-chloro-4-((5-(2-methoxyethoxy)-2,3-dihydro-[1,4]dioxino[2,3-f]quinazolin-10-yl)amino)phenyl)-3-(4-chloro-3-(trifluoromethyl)phenyl)urea ClC1=C(C=CC(=C1)NC1=NC=NC2=CC(=C3C(=C12)OCCO3)OCCOC)NC(=O)NC3=CC(=C(C=C3)Cl)C(F)(F)F